(2R,4R)-4-((tert-butyldimethylsilyl)oxy)-2-(2-isopropylphenyl)pyrrolidine-1-carboxylic acid tert-butyl ester C(C)(C)(C)OC(=O)N1[C@H](C[C@H](C1)O[Si](C)(C)C(C)(C)C)C1=C(C=CC=C1)C(C)C